C(C1=CC=CC=C1)ON1[C@@H]2CC[C@H](N(C1=O)C2)C(=O)NNC(CNC(OC(C)(C)C)=O)=O |r| tert-Butyl [2-(2-{[(2SR,5RS)-6-benzyloxy-7-oxo-1,6-diazabicyclo[3.2.1]oct-2-yl]carbonyl}hydrazinyl)-2-oxoethyl]carbamate